N1=C(C=CC=C1)[NH3+] pyridin-2-aminium